4-amino-N-(3-(5-carbamimidoylthiophen-3-yl)phenyl)-1-(4-chlorophenoxy)cyclohexane-1-carboxamide NC1CCC(CC1)(C(=O)NC1=CC(=CC=C1)C1=CSC(=C1)C(N)=N)OC1=CC=C(C=C1)Cl